bis[4-(diphenylsulfonio)phenyl]sulfide phenyltris(pentafluorophenyl)borate C1(=CC=CC=C1)[B-](C1=C(C(=C(C(=C1F)F)F)F)F)(C1=C(C(=C(C(=C1F)F)F)F)F)C1=C(C(=C(C(=C1F)F)F)F)F.C1(=CC=CC=C1)[S+](C1=CC=C(C=C1)SC1=CC=C(C=C1)[S+](C1=CC=CC=C1)C1=CC=CC=C1)C1=CC=CC=C1.C1(=CC=CC=C1)[B-](C1=C(C(=C(C(=C1F)F)F)F)F)(C1=C(C(=C(C(=C1F)F)F)F)F)C1=C(C(=C(C(=C1F)F)F)F)F